(5-amino-2-methylphenyl)(azepan-1-yl)methanone NC=1C=CC(=C(C1)C(=O)N1CCCCCC1)C